BrC1=CC=C(C=C1)C=CC(=O)C1=C(OC(C(=O)O)CCC2=CC=CC=C2)C=CC=C1 2-[2-[3-(4-Bromophenyl)prop-2-enoyl]phenoxy]-4-phenylbutanoic acid